C1(CC1)C1=NC(=NO1)C1(CCN(CC1)C(=O)NC1=C(C=CC=C1N1CCN(CC1)C(C)C)F)C 4-(5-Cyclopropyl-1,2,4-oxadiazol-3-yl)-N-{2-fluoro-6-[4-(propan-2-yl)piperazine-1-yl]phenyl}-4-methylpiperidine-1-carboxamide